ClC=1C=NC(=C(C(=O)NC2CCC(CC2)CN2C(N(C3=C2C=CC=C3)C=3C=NC(=CC3)C)=O)C1)C 5-chloro-2-methyl-N-((1r,4r)-4-((3-(6-methylpyridin-3-yl)-2-oxo-2,3-dihydro-1H-benzo[d]imidazol-1-yl)methyl)cyclohexyl)nicotinamide